(P)-1-(4-((1R,2S)-[1,1'-bi(cyclopropan)]-2-yl)-5-fluoro-2-methoxyphenyl)-N-(isoxazol-3-yl)-2-oxo-1,2-dihydroquinoline-6-sulfonamide [C@H]1([C@H](C1)C1=CC(=C(C=C1F)N1C(C=CC2=CC(=CC=C12)S(=O)(=O)NC1=NOC=C1)=O)OC)C1CC1